O=C(C(=O)[O-])CCC(=O)[O-].[Ca+2] CALCIUM ALPHA-KETOGLUTARATE